N-(2-hydroxyethyl)-piperazine-N'-propanesulfonic acid OCCN1CCN(CC1)CCCS(=O)(=O)O